(2S)-2-(benzylamino)-3-hydroxy-propionate C(C1=CC=CC=C1)N[C@H](C(=O)[O-])CO